Sodium fumarate sodium stearate C(CCCCCCCCCCCCCCCCC)(=O)[O-].[Na+].C(\C=C\C(=O)O)(=O)[O-].[Na+]